N-((2S,3S)-4,4-difluoro-3-hydroxy-1-(hydroxyamino)-3-methyl-1-oxobutan-2-yl)-2'-fluoro-[1,1'-biphenyl]-4-carboxamide FC([C@@]([C@@H](C(=O)NO)NC(=O)C1=CC=C(C=C1)C1=C(C=CC=C1)F)(C)O)F